C(C1=CC=CC=C1)OC1=NC(=CC=C1C1=CC=C(C=C1)N1CC2(C1)CC(C2)CC(=O)OCC)OCC2=CC=CC=C2 ethyl 2-[2-[4-(2,6-dibenzyloxy-3-pyridyl)phenyl]-2-azaspiro[3.3]heptan-6-yl]acetate